N-[4-(3,4-Dichlorophenyl)-1-(2,6-difluoro-4-methoxyphenyl)-1H-imidazol-2-yl]-4-(difluoromethoxy)benzamide ClC=1C=C(C=CC1Cl)C=1N=C(N(C1)C1=C(C=C(C=C1F)OC)F)NC(C1=CC=C(C=C1)OC(F)F)=O